C1(CC1)C1CNCC(O1)C=1C=NN(C1)C1CC1 2-cyclopropyl-6-(1-cyclopropylpyrazol-4-yl)morpholine